(2S)-1-methyl-2-(2-methylpyridin-3-yl)pyrrolidin-1-ium citrate C(CC(O)(C(=O)[O-])CC(=O)[O-])(=O)[O-].C[NH+]1[C@@H](CCC1)C=1C(=NC=CC1)C.C[NH+]1[C@@H](CCC1)C=1C(=NC=CC1)C.C[NH+]1[C@@H](CCC1)C=1C(=NC=CC1)C